O[C@@H](CO)C1=C(C=C(C2=C1N(C=N2)C)C2=CC=C(C=C2)OC(F)(F)F)CN(C(C(=C)F)=O)C (R)-N-((7-(1,2-dihydroxyethyl)-1-methyl-4-(4-(trifluoromethoxy)phenyl)-1H-benzo[d]imidazol-6-yl)methyl)-2-fluoro-N-methylacrylamide